5-[5-(4-methoxypiperidin-1-yl)pyridin-2-yl]-1-methyl-1H-pyrrole-3-carboxylic acid methyl ester COC(=O)C1=CN(C(=C1)C1=NC=C(C=C1)N1CCC(CC1)OC)C